4-benzylthioxane 1,1-dioxide C(C1=CC=CC=C1)C1COS(CC1)(=O)=O